OC(C(=O)O)O alpha-hydroxyglycolic acid